ClC=1N=C(C2=C(N1)C(=C(N=C2)Cl)F)N2CC(CCC2)CCNC(OC(C)(C)C)=O.OCCNCCN N-(2-hydroxyethyl) ethylenediamine tert-butyl (2-(1-(2,7-dichloro-8-fluoropyrido[4,3-d]pyrimidin-4-yl)piperidin-3-yl)ethyl)carbamate